ClC=1C=CC=2N(C3=CC=C(C=C3C2C1)Cl)C1C2(CC1(C2)C(=O)OC)C(=O)OC Dimethyl 2-(3,6-dichloro-9H-carbazol-9-yl)bicyclo[1.1.1]pentane-1,3-dicarboxylate